FC(C=1C=C(C=CC1)N1C(CCC[C@H]1C1=NC2=C(N1C1CCC(CC1)OC)C=CC(=C2)C=2C(=NOC2C)C)=O)F (S)-1-(3-(difluoromethyl)phenyl)-6-(5-(3,5-dimethylisoxazol-4-yl)-1-((1r,4S)-4-methoxycyclohexyl)-1H-benzo[d]imidazol-2-yl)piperidin-2-one